N=1N(N=C2C1C=CC=C2)C2=C(C=CC(=C2)CCOCC=C)O 2-(2H-benzotriazol-2-yl)-4-[2-(2-propen-1-yloxy)ethyl]phenol